((2S,5R)-2,5-dimethyl-4-(4-(trifluoromethoxy)benzyl)piperazin-1-yl)-4-methyl-2-(prop-1-en-2-yl)-2,4-dihydro-5H-pyrazolo[4,3-b]pyridin-5-one C[C@@H]1N(C[C@H](N(C1)CC1=CC=C(C=C1)OC(F)(F)F)C)C=1N(N=C2C1N(C(C=C2)=O)C)C(=C)C